FC=1C(=C(C(=NC1)C(F)(F)F)[N+](=O)[O-])C 5-fluoro-4-methyl-3-nitro-2-(trifluoromethyl)pyridine